BrC=1C=C(C=CC1)[C@@H](CO)NC(=O)C=1OC=C(N1)C1=NC(=NC=C1C)NC1=CC=NN1C (S)-N-(1-(3-bromophenyl)-2-hydroxyethyl)-4-(5-methyl-2-((1-methyl-1H-pyrazol-5-yl)amino)pyrimidin-4-yl)oxazole-2-carboxamide